4-(2-fluoro-5-((4-oxo-3,4-dihydrophthalazin-1-yl)methyl)benzoyl)piperazin FC1=C(C(=O)N2CCNCC2)C=C(C=C1)CC1=NNC(C2=CC=CC=C12)=O